[PH2](OC(CCCC)(CCC)SC1=CC=CC=C1)=O phenylthio-(n-propyl-n-pentyl) phosphinate